4-(difluoromethyl)-3-methylsulfanyl-benzoic acid FC(C1=C(C=C(C(=O)O)C=C1)SC)F